BrC1=CC=C(C=C1)[C@H]1C[C@H](CNC1)NC(C1=NC=CC=C1)=O N-((3R,5R)-5-(4-bromophenyl)piperidin-3-yl)picolinamide